2-hydroxyethyl-N-octadecyl-1,3-diaminopropane-dihydrofluoride F.F.OCCC(CCN)NCCCCCCCCCCCCCCCCCC